CC1=C(C=CC=C1)C=CCCC(=O)O 5-(2-METHYLPHENYL)-4-pentenoic acid